FC(OC=1C=C(C=CC1)N1C=CC2=CC(=CC=C12)C(=O)NC1(SOC=C1)C)F 1-(3-(difluoromethoxy)phenyl)-N-(3-methyl-1,1-dioxathiol-3-yl)-1H-indole-5-carboxamide